(S)-quinuclidin-3-yl (7-(3-chloro-5-(trifluoromethyl)phenyl)chroman-4-yl)carbamate ClC=1C=C(C=C(C1)C(F)(F)F)C1=CC=C2C(CCOC2=C1)NC(O[C@@H]1CN2CCC1CC2)=O